1-cyclopropyl-N-[3-[3-methoxy-1-(4-methyl-1,2,4-triazol-3-yl)cyclobutyl]phenyl]-5-[[(3S)-3-methylpiperidin-1-yl]methyl]-2-oxopyridine-3-carboxamide C1(CC1)N1C(C(=CC(=C1)CN1C[C@H](CCC1)C)C(=O)NC1=CC(=CC=C1)C1(CC(C1)OC)C1=NN=CN1C)=O